O=C1N(C(C=C1)=O)CCN1CC(N(CC1)CC(=O)NCCOCCOCCOCCOC1=CC=C(C=C1)C=1N=NC(=NN1)C)=O 2-[4-[2-(2,5-dioxopyrrol-1-yl)ethyl]-2-oxopiperazin-1-yl]-N-[2-[2-[2-[2-[4-(6-methyl-1,2,4,5-tetrazin-3-yl)phenoxy]ethoxy]ethoxy]ethoxy]ethyl]acetamide